C(C)S(=O)(=O)C=1C=C(C=NC1C1=NC2=C(N1C)C=CC(=C2)SC(F)(F)F)OC(C#N)(C)C 2-[[5-ethylsulfonyl-6-[1-methyl-5-(trifluoromethylsulfanyl)benzimidazol-2-yl]-3-pyridinyl]oxy]-2-methyl-propionitrile